(S)-benzyl (4-((tert-butyldimethylsilyl)oxy)-1-oxo-1-((1-(m-tolyl)-1H-indazol-6-yl)amino)butan-2-yl)carbamate [Si](C)(C)(C(C)(C)C)OCC[C@@H](C(NC1=CC=C2C=NN(C2=C1)C=1C=C(C=CC1)C)=O)NC(OCC1=CC=CC=C1)=O